CC(=O)NC(CCSC)C(=O)[O-] The molecule is a monocarboxylic acid anion that is the conjugate base of N-acetylmethionine, obtained by deprotonation of the carboxy group; major species at pH 7.3. It is a conjugate base of a N-acetylmethionine.